(E)-3-(3-(2-cyclopropyl-6-(trifluoromethyl)pyridin-4-yl)-1H-1,2,4-Triazol-1-yl)-N'-(2-((4-methoxybenzyl)oxy)propionyl)-2-(pyrimidin-5-yl)acrylohydrazide C1(CC1)C1=NC(=CC(=C1)C1=NN(C=N1)/C=C(/C(=O)NNC(C(C)OCC1=CC=C(C=C1)OC)=O)\C=1C=NC=NC1)C(F)(F)F